(2,6-dioxopiperidin-3-yl)picolinamide O=C1NC(CCC1C=1C(=NC=CC1)C(=O)N)=O